C(C)(=O)N(CCN(C(C)=O)C(C)=O)C(C)=O tetraacetylethylenediamine